N-[6-bromo-5-(2,5-dimethylpyrrol-1-yl)-1H-pyrrolo[3,2-b]pyridin-2-yl]benzamide BrC=1C=C2C(=NC1N1C(=CC=C1C)C)C=C(N2)NC(C2=CC=CC=C2)=O